racemic-8,8-difluoro-6-hydroxy-6-methyl-2-(1H-pyrazol-4-yl)-6,7,8,9-tetrahydrothieno[2,3-c]quinolin-4(5H)-one FC1(CC=2C3=C(C(NC2[C@](C1)(C)O)=O)SC(=C3)C=3C=NNC3)F |r|